FC(C1=NN(C=C1NC(=O)C=1C=NN2C1N=C(C=C2)N2CCOCC2)[C@@H]2CC[C@H](CC2)CO)F N-(3-(difluoromethyl)-1-((trans)-4-(hydroxymethyl)cyclohexyl)-1H-pyrazol-4-yl)-5-morpholinylpyrazolo[1,5-a]pyrimidine-3-carboxamide